C(C)(C)(C)OC(=O)N[C@H]1CN(CC[C@@H]1N1C(N(C2=NC(=NC=C2C1)NC1=CC=C(C=C1)N1CCN(CC1)C)C)=O)C(=O)OCC1=CC=CC=C1 |o1:8,13| benzyl rel-(3S,4S)-3-(tert-butoxycarbonylamino)-4-[1-methyl-7-[4-(4-methylpiperazin-1-yl)anilino]-2-oxo-4H-pyrimido[4,5-d]pyrimidin-3-yl]piperidine-1-carboxylate